3-hydroxy-N-(4-methyl-1,1-dioxo-thian-4-yl)-6-[[3-(2,2,2-trifluoroethoxy)-2-pyridyl]oxy]imidazo[1,2-a]pyridine-2-carboxamide OC1=C(N=C2N1C=C(C=C2)OC2=NC=CC=C2OCC(F)(F)F)C(=O)NC2(CCS(CC2)(=O)=O)C